C(C)(C)(C)OC(=O)NC(C)(C)C=1C=CC(=C(OCCOCCOCCOCCOCCOCC(=O)OCC2=CC=CC=C2)C1)C=1C=NC=CC1 benzyl 17-(5-(2-((tert-butoxycarbonyl)amino)propan-2-yl)-2-(pyridin-3-yl)phenoxy)-3,6,9,12,15-pentaoxaheptadecanoate